C(#N)C1=NC=C(C(=O)NC=2SC(=NN2)CO)C(=C1)C1=C(C=CC(=C1)F)OC 6-cyano-4-(5-fluoro-2-methoxyphenyl)-N-(5-(hydroxymethyl)-1,3,4-thiadiazol-2-yl)-nicotinamide